15-Hydroxy-nonadecanoic acid OC(CCCCCCCCCCCCCC(=O)O)CCCC